CS(=O)C=1N=C(C2=C(N1)C=CN=C2)N (methylsulfinyl)pyrido[4,3-d]pyrimidin-4-amine